7-((3,3-difluoro-1-methylpiperidin-4-yl)amino)-3-(2,2-difluoroethyl)-1-oxidobenzo[b]thiophen FC1(CN(CCC1NC1=CC=CC2=C1S(C=C2CC(F)F)=O)C)F